ClC=1C(=C(C=CC1)NC(=S)C1=C(CCN(C1=O)C(=O)OC(C)(C)C)NCC1=C(C=NC=C1)O[C@@H](C)C1=NC=CC=C1)OC tert-butyl (S)-5-((3-chloro-2-methoxyphenyl) carbamothioyl)-6-oxo-4-(((3-(1-(pyridin-2-yl)ethoxy)pyridin-4-yl)methyl)amino)-3,6-dihydropyridine-1(2H)-carboxylate